NC=1N=C(SC1C(=O)C=1C=NC(=CC1)C(F)F)N(C1=CC=C(C=C1)F)C(C(=O)N)C (N-[4-Amino-5-[6-(difluoromethyl)pyridin-3-carbonyl]thiazol-2-yl]-4-fluoroanilino)propanamid